2-[6-bromo-7-methyl-4-(trifluoromethyl)indazol-2-yl]-2-(5,5-dimethyl-6,7-dihydropyrrolo[1,2-c]imidazol-1-yl)acetic acid ethyl ester C(C)OC(C(C1=C2N(C=N1)C(CC2)(C)C)N2N=C1C(=C(C=C(C1=C2)C(F)(F)F)Br)C)=O